tert-butyl 3-[(2-aminoethyl)amino]-3-[(tert-butoxy)carbonylamino]-2-azaprop-2-enoate NCCNC(=NC(=O)OC(C)(C)C)NC(=O)OC(C)(C)C